tert-butyl N-[[4-[[2-(tert-butoxycarbonylamino)-5-(3-thienyl)phenyl]carbamoyl]phenyl]-methyl-oxo-λ6-sulfanylidene]carbamate C(C)(C)(C)OC(=O)NC1=C(C=C(C=C1)C1=CSC=C1)NC(=O)C1=CC=C(C=C1)S(=NC(OC(C)(C)C)=O)(=O)C